(1-isobutoxyethyl)acetamide C(C(C)C)OC(C)CC(=O)N